ClCCCOC1=CC=C(C=C1)I 1-(3-chloropropoxy)-4-iodobenzene